adenosine disodium salt [Na].[Na].[C@@H]1([C@H](O)[C@H](O)[C@@H](CO)O1)N1C=NC=2C(N)=NC=NC12